FC1=C(C=CC=C1)C1=CC=C(C=C1)CCCNC(=O)C=1N=CN(C1)C N-(3-(2'-fluoro-[1,1'-biphenyl]-4-yl)propyl)-1-methyl-1H-imidazole-4-carboxamide